(S)-piperidin-1-yl(5-(2-((1,1,1-trifluoropropan-2-yl)amino)-7H-pyrrolo[2,3-d]pyrimidin-5-yl)pyrazolo[1,5-a]pyridin-3-yl)methanone N1(CCCCC1)C(=O)C=1C=NN2C1C=C(C=C2)C2=CNC=1N=C(N=CC12)N[C@H](C(F)(F)F)C